4-bromo-5-ethyl-6-fluoro-1H-indazole BrC1=C2C=NNC2=CC(=C1CC)F